FC(S(=O)(=O)OC1=CC(=CC2=CC=C(C(=C12)C#C[Si](C(C)C)(C(C)C)C(C)C)F)C(=O)OCC)(F)F 3-(ethoxycarbonyl)-7-fluoro-8-{[tri(prop-2-yl)silyl]ethynyl}naphthalene-1-yl trifluoromethanesulfonate